COC(=O)C1=CC(=C(C=C1)C1=C(C(=CC=C1)C)C)OC1COC1 2',3'-Dimethyl-2-(oxetan-3-yloxy)-[1,1'-biphenyl]-4-carboxylic acid methyl ester